octyl-diphenoxyethoxysilane C(CCCCCCC)[SiH2]OCC(OC1=CC=CC=C1)OC1=CC=CC=C1